CO[C@H](CO)C (2S)-2-methoxy-1-propanol